C(C)(C)(C)NC(=O)C1=C(C2=C(N=C(N=C2C2=CC(=CC=C2)NC(CN2CCC2)=O)SC)S1)N tert-butyl-5-amino-2-methylsulfanyl-4-(3-(2-(azetidin-1-yl)-acetylamino)-phenyl)-thieno[2,3-d]pyrimidine-6-carboxamide